diborane [H]1[BH2][H][BH2]1